methyl 5-(2-amino-3-chloro-5-methoxyphenyl)pent-4-ynoate NC1=C(C=C(C=C1Cl)OC)C#CCCC(=O)OC